CC1C(C(C(=O)OCC=C)CCC1)C(=O)OCC=C 1,2-diallyl 3-methyl-hexahydrophthalate